CN1N=CC(=C1)NC1=NC=C(C(=N1)NCCC1=CC=CC=C1)C(=O)N 2-((1-methyl-1H-pyrazol-4-yl)amino)-4-(phenylethylamino)pyrimidin-5-carboxamide